C(=O)[O-].C(C)(C)[N+]1=CC(=CC(=C1)Br)C=O isopropyl-5-bromo-3-formylpyridinium formate